bis(Boc)amine C(=O)(OC(C)(C)C)NC(=O)OC(C)(C)C